C(C)O[Si](O[Si](C(F)(F)F)(C(C(F)(F)F)(F)F)C)(C(F)(F)F)C(C(F)(F)F)(F)F 1-ethoxy-3-methyl-1,3-bis(perfluoroethyl)-1,3-bis(trifluoromethyl)disiloxane